O-propanoylcarnitine C(CC)(=O)OC(C[N+](C)(C)C)CC([O-])=O